CC1(N(CCC1)CC#N)C 2-(2,2-dimethylpyrrolidin-1-yl)acetonitrile